3-(4-methoxyquinazolin-6-yl)-N-(1-(piperidin-4-yl)-1H-pyrazol-4-yl)-1H-pyrrolo[2,3-b]pyridine-5-carboxamide COC1=NC=NC2=CC=C(C=C12)C1=CNC2=NC=C(C=C21)C(=O)NC=2C=NN(C2)C2CCNCC2